N1C=NC(=C1)C1CN(CC1)C1=NN=C(O1)C=1C=NC(=NC1)NC1CC2=CC(=C(C=C2C1)F)F 5-(5-(3-(1H-imidazol-4-yl)pyrrolidin-1-yl)-1,3,4-oxadiazol-2-yl)-N-(5,6-difluoro-2,3-dihydro-1H-inden-2-yl)pyrimidin-2-amine